OC1=C(C=C(C=C1)C=CC(CC(C=CC1=CC(=C(C=C1)O)OC)=O)=O)OC 1,7-bis(4-hydroxyl-3-methoxyphenyl)1,6-heptadiene-3,5-Dione